3-chloro-2-[(2R)-pyrrolidin-2-ylmethoxy]pyridine ClC=1C(=NC=CC1)OC[C@@H]1NCCC1